Tert-Butoxyprop-1-yne C(C)(C)(C)OC#CC